FC=1C=C(C=C2CC(CC12)C=O)OC1CN(C1)C(=O)OC(C)(C)C tert-butyl 3-[(7-fluoro-2-formyl-2,3-dihydro-1H-inden-5-yl)oxy]azetidine-1-carboxylate